((S)-oxetan-2-ylmethyl)-1H-benzo[d]imidazole-6-carboxylate O1[C@@H](CC1)COC(=O)C=1C=CC2=C(NC=N2)C1